5-(3-(3-ethoxy-1H-inden-7-yl)-1,2,4-oxadiazol-5-yl)-2-isopropoxy-benzonitrile C(C)OC1=CCC2=C(C=CC=C12)C1=NOC(=N1)C=1C=CC(=C(C#N)C1)OC(C)C